CC/C=C\\C[C@@H]1[C@@H](CCC1=O)CCCCCC(=O)[O-] The molecule is an oxo monocarboxylic acid anion that is the conjugate base of (9R,13R)-1a,1b-dinor-10,11-dihydro-12-oxo-15-phytoenoic acid, obtained by deprotonation of the carboxy group; major species at pH 7.3. It is a conjugate base of a (9R,13R)-1a,1b-dinor-10,11-dihydro-12-oxo-15-phytoenoic acid.